ClC=1N=C(C2=C(N1)N(C=C2)[C@H]2[C@@H]([C@@H]([C@H](O2)COCP(O)(O)=O)O)O)NC2CCC2 [(2R,3S,4R,5R)-5-[2-chloro-4-(cyclobutyl-amino)pyrrolo[2,3-d]-pyrimidin-7-yl]-3,4-dihydroxy-tetrahydro-furan-2-yl]methoxy-methylphosphonic acid